N-(pyridin-4-yl)-5-(1,3,5-trimethyl-1H-pyrazol-4-yl)-1H-indazole-3-carboxamide N1=CC=C(C=C1)NC(=O)C1=NNC2=CC=C(C=C12)C=1C(=NN(C1C)C)C